7,8-difluoro-N-[rac-1-benzyl-1,3-dimethyl-butyl]quinoline FC1=CC=C2C=CCN(C2=C1F)[C@@](CC(C)C)(C)CC1=CC=CC=C1 |r|